ethyl (R,E)-4-((1R,3R,4R)-2-((3-chlorophenyl)-D-leucyl)-5,5-difluoro-2-azabicyclo[2.2.2]octane-3-carboxamido)-2-fluoro-5-((R)-2-oxopyrrolidin-3-yl)pent-2-enoate ClC=1C=C(C=CC1)N[C@H](CC(C)C)C(=O)N1[C@H]2CC([C@@H]([C@@H]1C(=O)N[C@@H](/C=C(\C(=O)OCC)/F)C[C@@H]1C(NCC1)=O)CC2)(F)F